NC=1C=C(C(C#N)=CC1CCO)C#N 4-amino-5-(2-hydroxyethyl)phthalonitrile